2-(2-chlorophenyl)-N-(1-(cyclobutylmethyl)-4-sulfamoyl-1H-indazol-6-yl)acetamide ClC1=C(C=CC=C1)CC(=O)NC1=CC(=C2C=NN(C2=C1)CC1CCC1)S(N)(=O)=O